trifluoromethyl-nicotinic acid FC(F)(F)C1=C(C(=O)O)C=CC=N1